C1=C(C=CC2=NC=C3C=CC=CC3=C12)C(=O)NN phenanthridine-2-carbohydrazide